[N+](=O)([O-])C1=CC=C(S1)S(=O)(=O)F 5-nitro-2-thiophenesulfonyl fluoride